4-chloro-1-((2,6-difluorophenyl-3,4,5-d3)methyl-d2)-1H-pyrazolo[4,3-c]pyridine ClC1=NC=CC2=C1C=NN2C([2H])([2H])C2=C(C(=C(C(=C2F)[2H])[2H])[2H])F